O1CCN(CC1)C1=NC(=NC=C1)N[C@@H]1CN(C[C@H]1OCC1=CC=C(C=C1)C(F)(F)F)C(=O)OC(C)(C)C tert-butyl (3R,4R)-3-(4-morpholinopyrimidin-2-ylamino)-4-(4-(trifluoromethyl)benzyloxy)pyrrolidine-1-carboxylate